((1s,3s)-3-Hydroxy-3-methylcyclobutyl)(7-(2-methyl-4-(trifluoromethyl)phenoxy)-2-azaspiro[3.5]nonan-2-yl)methanone OC1(CC(C1)C(=O)N1CC2(C1)CCC(CC2)OC2=C(C=C(C=C2)C(F)(F)F)C)C